FC(C[C@@H](C(=O)NC1=NC=CC(=C1)C1=C(C=2C(N([C@@H](CC2N1)C)C)=O)NC1=C(C=CC=C1)F)C1=CC=C(C=C1)F)F |&1:3| (2RS)-4,4-Difluoro-N-{4-[(6R)-3-(2-fluoroanilino)-5,6-dimethyl-4-oxo-4,5,6,7-tetrahydro-1H-pyrrolo[3,2-c]pyridin-2-yl]pyridin-2-yl}-2-(4-fluorophenyl)butanamid